2-[4-[(5-chloro-3-fluoro-2-pyridyl)oxy]-1-piperidyl]-3-fluoro-aniline ClC=1C=C(C(=NC1)OC1CCN(CC1)C1=C(N)C=CC=C1F)F